benzyl ((1R)-1-(4,4-difluorotetrahydro-2H-pyran-2-yl)propyl)carbamate FC1(CC(OCC1)[C@@H](CC)NC(OCC1=CC=CC=C1)=O)F